C(C)N1CCC(CC1)=O N-ethyl-4-piperidone